CC(C)(CC(CC(CC(C)C)C)C)O 2,4,6,8-tetramethyl-2-nonanol